(4-(4-(5-((2-chlorobenzyl)oxy)pyridin-3-yl)-1H-pyrazol-1-yl)piperidin-1-yl)(phenyl)methanone ClC1=C(COC=2C=C(C=NC2)C=2C=NN(C2)C2CCN(CC2)C(=O)C2=CC=CC=C2)C=CC=C1